ClC=1N=C(C2=C(N1)C=CS2)N2CCNCC2 C2-chloro-4-(1-piperazinyl)thieno[3,2-d]pyrimidine